SC(CC(=O)OCCN1C(N(C(N(C1=O)CCOC(CC(C)S)=O)=O)CCOC(CC(C)S)=O)=O)C 1,3,5-tris(3-mercaptobutanoyloxyethyl)-1,3,5-triazine-2,4,6(1H,3H,5H)-trione